C(C)(=O)C1=C(C=C(C=C1)Cl)NC(C1=NC=CC=C1)=O N-(2-acetyl-5-chlorophenyl)picolinamide